(6-Chloro-1-cyclopropoxy-2,7-naphthyridin-4-yl)tetrahydro-2H-pyran-4-ol ClC=1C=C2C(=CN=C(C2=CN1)OC1CC1)C1OCCC(C1)O